ethylene biscarbamate C(N)(OCCOC(N)=O)=O